N-[[5-[5-(difluoromethyl)-1,3,4-oxadiazol-2-yl]-2-pyridinyl]methyl]-N-(4-fluorophenyl)-1-imino-1-oxo-1,4-thiazine-4-carboxamide FC(C1=NN=C(O1)C=1C=CC(=NC1)CN(C(=O)N1C=CS(C=C1)(=O)=N)C1=CC=C(C=C1)F)F